OC=1C=C2C(=NC1)N=C(N2C)C(=O)NC2(CCS(CC2)(=O)=O)C 6-hydroxy-1-methyl-N-(4-methyl-1,1-dioxidotetrahydro-2H-thiopyran-4-yl)-1H-imidazo[4,5-b]pyridine-2-carboxamide